[N+](=O)([O-])S[N] nitro-thionitrogen